ClC1=C(C=CC(=C1)CNCCC(=O)NCCCNC1=C2C=NNC2=CC(=C1)C(=O)N(C)C)C1=CC=CC=C1 4-((3-(3-(((2-chloro-[1,1'-biphenyl]-4-yl)methyl)amino)propanamido)propyl)amino)-N,N-dimethyl-1H-indazole-6-carboxamide